C(C)(=O)O[C@@H]1[C@@]23[C@@H](NC1=O)OC([C@]21[C@H]([C@@H]([C@@]3(O)C(C)(C)C)O)OC(C1)=O)=O (3aS,5aS,8R,8aS,9R,10S,10aR)-9-(tert-butyl)-9,10-dihydroxy-2,4,7-trioxooctahydro-4H,9H-furo[3'',2'':2',3']cyclopenta[1',2':3,4]furo[2,3-b]pyrrol-8-yl acetate